ClC1=NC(=C2N=CN(C2=N1)[C@@H]1O[C@@H]([C@H]2OC(O[C@H]21)(C)C)CO)N2CCC(CC2)C2=CC=CC=C2 [(3aR,4R,6R,6aR)-4-[2-chloro-6-(4-phenyl-1-piperidyl)purin-9-yl]-2,2-dimethyl-3a,4,6,6a-tetrahydrofuro[3,4-d][1,3]dioxol-6-yl]methanol